5-(azetidin-3-yl)-2-spiro[3.3]hept-2-yl-pyridine N1CC(C1)C=1C=CC(=NC1)C1CC2(C1)CCC2